tert-butyl 5-methoxy-4-{[(2S,4S)-4-(2-methoxyethoxy)-2-(4-[(2-methoxyethoxy)carbonyl]phenyl)piperidin-1-yl]methyl}-7-methyl-1H-indole-1-carboxylate COC=1C(=C2C=CN(C2=C(C1)C)C(=O)OC(C)(C)C)CN1[C@@H](C[C@H](CC1)OCCOC)C1=CC=C(C=C1)C(=O)OCCOC